cis-5-((5-(3-((4-(tert-butyl)isothiazol-3-yl)oxy)cyclopentyl)-1H-pyrazol-3-yl)amino)-4-fluoro-2,3-dihydrobenzo[d]isothiazole 1,1-dioxide C(C)(C)(C)C=1C(=NSC1)O[C@H]1C[C@H](CC1)C1=CC(=NN1)NC=1C=CC2=C(CNS2(=O)=O)C1F